ClC=1C=C2C(=C(C=NC2=CC1)C1CCOCC1)NC1=C(C(=O)O)C=CC=C1 2-[(6-chloro-3-tetrahydropyran-4-yl-4-quinolyl)amino]benzoic acid